2-((5-bromo-2-iodothiophene-3-yl)methylene)-5,6-difluoro-1H-indene-1,3(2H)-dione BrC1=CC(=C(S1)I)C=C1C(C2=CC(=C(C=C2C1=O)F)F)=O